6-tert-butyl-4-(4,6-bis(octylthio)-1,3,5-triazin-2-ylamino)phenol C(C)(C)(C)C1=CC(=CC=C1O)NC1=NC(=NC(=N1)SCCCCCCCC)SCCCCCCCC